triethanolamine lauryl-aminopropionate C(CCCCCCCCCCC)C(C(=O)O)(C)N.N(CCO)(CCO)CCO